(2RS)-2-(4-chloro-6-iodo-1-oxo-isoindolin-2-yl)-2-(6,7-dihydro-5H-pyrrolo[1,2-c]Imidazol-1-yl)acetic acid ethyl ester C(C)OC([C@@H](C1=C2N(C=N1)CCC2)N2C(C1=CC(=CC(=C1C2)Cl)I)=O)=O |r|